4-(4-propenylpiperazin-1-yl)-7-(2-amino-7-fluorobenzo[d]thiazol-4-yl)-6-chloro-8-fluoro-2-methylquinoline-3-carbonitrile C(=CC)N1CCN(CC1)C1=C(C(=NC2=C(C(=C(C=C12)Cl)C1=CC=C(C2=C1N=C(S2)N)F)F)C)C#N